4,5-dichloro-2-(2-(dimethylamino)ethyl)pyridazin-3(2H)-one hydrochloride Cl.ClC=1C(N(N=CC1Cl)CCN(C)C)=O